(2S,4R)-1-(2-(3-acetyl-5-(2-(methoxymethyl)pyrimidin-5-yl)-1H-indazol-1-yl)acetyl)-N-(6-bromopyridin-2-yl)-4-fluoropyrrolidine-2-carboxamide C(C)(=O)C1=NN(C2=CC=C(C=C12)C=1C=NC(=NC1)COC)CC(=O)N1[C@@H](C[C@H](C1)F)C(=O)NC1=NC(=CC=C1)Br